BrC=1C=CC(=NC1)N(CC1=CC=NC=C1)CC 5-bromo-N-ethyl-N-(pyridin-4-ylmethyl)pyridin-2-amine